vanadium chromium titanium salt [Ti].[Cr].[V]